phosphorazidate P([O-])([O-])(=O)N=[N+]=[N-]